C(C=C)(=O)O.C(C=C)(=O)O.C(C=C)(=O)O.P(O)(O)O phosphorous acid triacrylate